7a-(4-bromophenyl)-6-(((2-hydroxyethyl)amino)methyl)-4-methoxy-7-phenyl-5,6,7,7a-tetrahydro-4bH-cyclopenta[4,5]furo[2,3-c]pyridine-4b,5-diol BrC1=CC=C(C=C1)C12C(C3=C(C=NC=C3OC)O1)(C(C(C2C2=CC=CC=C2)CNCCO)O)O